BrC1=NC(=C(C=C1F)F)C=1C=NN(C1)[C@@H](C(C)(F)F)C1=CC=C(C=C1)F (R)-2-bromo-6-(1-(2,2-difluoro-1-(4-fluorophenyl)propyl)-1H-pyrazol-4-yl)-3,5-difluoropyridine